2,2'-sulfanediylbis(6-tert-butyl-4-methylphenol) S(C1=C(C(=CC(=C1)C)C(C)(C)C)O)C1=C(C(=CC(=C1)C)C(C)(C)C)O